Methyl-(S,E)-(1-((1-((4-(cyclopropylmethyl)-1H-benzo[d]imidazol-2-yl)methyl)-2-oxo-1,2-dihydropyridin-3-yl)amino)-7-(dimethylamino)-1,7-dioxohept-5-en-2-yl)carbamat COC(N[C@H](C(=O)NC=1C(N(C=CC1)CC1=NC2=C(N1)C=CC=C2CC2CC2)=O)CC\C=C\C(=O)N(C)C)=O